C1(CC1)C1(C=C(C(N(C1)CC1=CC=C2C=CC=NC2=C1)=O)C(=O)NC)C(=O)O 5-cyclopropyl-N3-methyl-2-oxo-1-(quinolin-7-ylmethyl)-1,2-dihydropyridine-3,5-dicarboxylic acid amide